8-methoxy-2-phenylimidazo[1,2-a]pyridine COC=1C=2N(C=CC1)C=C(N2)C2=CC=CC=C2